BrC1=CC2=C(CC(O2)(C)C)C=C1 6-bromo-2,2-dimethyl-2,3-dihydrobenzofuran